(R)-N'-((1,2,3,5,6,7-hexahydro-s-indacen-4-yl)carbamoyl)-2,3-dihydropyrazolo[5,1-b]oxazole-7-sulfonimidamide C1CCC2=C(C=3CCCC3C=C12)NC(=O)N=[S@](=O)(N)C=1C=NN2C1OCC2